FC=1C=NC(=NC1)C=1C(=C(C=CC1)NC1=C(N=NC(=C1)NC=1N=NC(=CC1)OC)C(=O)NC([2H])([2H])[2H])OC 4-((3-(5-fluoropyrimidin-2-yl)-2-methoxyphenyl)amino)-6-((6-methoxypyridazin-3-yl)amino)-N-(methyl-d3)pyridazine-3-carboxamide